(R)-1-methyl-4-((1-methyl-3-(trifluoromethyl)-1H-pyrazol-4-yl)methyl)-N-(1-methylcyclopropyl)-5-oxo-1,2,4,5-tetra-hydroimidazo[1,2-a]quinazoline-7-sulfonamide C[C@@H]1CN=C2N1C1=CC=C(C=C1C(N2CC=2C(=NN(C2)C)C(F)(F)F)=O)S(=O)(=O)NC2(CC2)C